O\N=C(\CC=1SC=CN1)/N (Z)-N'-hydroxy-2-(thiazol-2-yl)acetamidine